ClC1=CC=C(C=C1)C(C(=O)OC)N1C(NCC1=O)=O Methyl 2-(4-chlorophenyl)-2-(2,5-dioxoimidazolidin-1-yl)acetate